CC1=CC=C(C=C1)S(=O)(=O)O.N1CC(C1)C1=CC=C(C=C1)S(F)(F)(F)(F)F [4-(azetidin-3-yl)phenyl]-pentafluoro-lambda6-sulfane 4-methylbenzenesulfonate